BrC1=CC=CC2=C1N=CS2 4-Bromo-1,3-benzothiazole